C1(CC1)C=1SC(=CN1)C(=O)NC=1C=C(C(=O)O)C=CC1CC 3-(2-cyclopropyl-1,3-thiazol-5-amido)-4-ethylbenzoic acid